2-(7-(5-fluoro-2-(((3S,4R)-3-hydroxytetrahydro-2H-pyran-4-yl)amino)pyrimidin-4-yl)-1-isopropyl-3-methyl-4-oxo-1,4-dihydroquinolin-2-yl)pyrrolidine-1-carboxylic acid tert-butyl ester C(C)(C)(C)OC(=O)N1C(CCC1)C=1N(C2=CC(=CC=C2C(C1C)=O)C1=NC(=NC=C1F)N[C@H]1[C@@H](COCC1)O)C(C)C